methyl 2-(chloromethyl)-1-((1-(difluoromethyl)-1H-imidazol-5-yl)methyl)-1H-benzo[d]imidazole-6-carboxylate ClCC1=NC2=C(N1CC1=CN=CN1C(F)F)C=C(C=C2)C(=O)OC